OCC(CCC)O 1,2-dihydroxy-n-pentane